COC1=C(C=CC=C1)[C@H]1CC[C@H](CC1)OC[C@@H]1NCCC[C@@H]1NS(=O)(=O)C N-((2R,3S)-2-(((cis-4-(2-methoxyphenyl)cyclohexyl)oxy)-methyl)piperidin-3-yl)methanesulfonamide